Cl.N1C[C@H](CC1)C(C(=O)O)C.N1C[C@H](CC1)C(C(=O)O)C bis-(2-((R)-pyrrolidin-3-yl)propionic acid) hydrochloride